4-((5-amino-7-oxo-6,7-dihydro-1H-pyrazolo[4,3-d]pyrimidin-1-yl)methyl)-3-methoxy-N-(1-methylpiperidin-4-yl)benzamide NC=1NC(C2=C(N1)C=NN2CC2=C(C=C(C(=O)NC1CCN(CC1)C)C=C2)OC)=O